5-(4-methylpyrimidin-5-carboxamido)-2-oxohexandiamid CC1=NC=NC=C1C(=O)NC(CCC(C(=O)N)=O)C(=O)N